(2R)-2-(tert-butoxycarbonylamino)-3-phenyl-propionic acid C(C)(C)(C)OC(=O)N[C@@H](C(=O)O)CC1=CC=CC=C1